NCCCCCCCCCCC(=O)NC1=C(C(=O)NC=2SC(=C(N2)C)[N+](=O)[O-])C=CC=C1 2-(11-aminoundecanamido)-N-(4-methyl-5-nitrothiazol-2-yl)benzamide